CC(C(=S)[O-])(C)C 2,2-dimethylthiopropionate